(4S)-7,8-dichloro-6-(2,6-difluorophenyl)-4-methyl-1-(2-methylpyrimidin-4-yl)-4H-[1,2,4]triazolo[4,3-a][1,4]benzodiazepine ClC1=C(C=CC2=C1C(=N[C@H](C=1N2C(=NN1)C1=NC(=NC=C1)C)C)C1=C(C=CC=C1F)F)Cl